1-methyl-1H-pyrazolo[4,3-c]Pyridine-6-carboxamide formate C(=O)O.CN1N=CC=2C=NC(=CC21)C(=O)N